C(C)N1C=NC(=C1)C1=CC(=NN1CCCOC)C 5-(1-ethyl-1H-imidazol-4-yl)-1-(3-methoxypropyl)-3-methyl-1H-pyrazole